C(CC#C)OC(CCN(CCCCN(CCCN(CCC(=O)OCCC#C)CCC(=O)OCCC#C)CCC(=O)OCCC#C)CCC(OCCC#C)=O)=O di(but-3-yn-1-yl) 3,3'-((3-((4-(bis(3-(but-3-yn-1-yloxy)-3-oxopropyl)amino)butyl)(3-(but-3-yn-1-yloxy)-3-oxopropyl)amino)propyl)azanediyl)dipropionate